(R)-(4-Methoxyphenyl)(1,2,3,4-tetrahydroquinolin-2-yl)methanone COC1=CC=C(C=C1)C(=O)[C@@H]1NC2=CC=CC=C2CC1